C1(=CC=CC=C1)N(C(C1=C(C2=CC=CC=C2)OCO1)=O)C1=CC=CC=C1 methylenedioxycinnamic acid-N,N-diphenylamide